nitrophosphorus [N+](=O)([O-])[P]